C(C)(=O)N1CCN(CC1)[C@H]1C(=NN(C1)C(=O)N[C@H](C)C=1C=NC(=NC1)C(F)(F)F)C1=CC=C(C=C1)C (R)-4-(4-acetylpiperazin-1-yl)-3-(4-methylphenyl)-N-((R)-1-(2-(trifluoromethyl)pyrimidin-5-yl)ethyl)-4,5-dihydro-1H-pyrazol-1-carboxamide